cyclobutylmethyltriphenylphosphonium bromide [Br-].C1(CCC1)C[P+](C1=CC=CC=C1)(C1=CC=CC=C1)C1=CC=CC=C1